C1(CCCCC1)C1=CC=C(CN(C(=O)[C@@H]2N(CC2)S(=O)(=O)C2=C(C(=C(C(=C2F)F)F)F)F)C2=CC(=C(C(=O)[O-])C=C2)O)C=C1.[Na+] Sodium (R)-4-(N-(4-cyclohexylbenzyl)-1-((perfluorophenyl)sulfonyl)azetidine-2-carboxamido)-2-hydroxybenzoate